C(CCCCCCCCCCC)N(CCCO)CCCO lauryl-di(3-hydroxypropyl)amine